(2S,4r)-N-[2-(4-cyano-2-methyl-phenyl)ethyl]-1-[(2S)-2-(4-cyclopropyltriazol-1-yl)-3,3-dimethyl-butyryl]-4-hydroxy-pyrrolidine-2-carboxamide C(#N)C1=CC(=C(C=C1)CCNC(=O)[C@H]1N(C[C@@H](C1)O)C([C@H](C(C)(C)C)N1N=NC(=C1)C1CC1)=O)C